cis-2-cyano-N-(3-(5-fluoropyridin-3-yl)-4-methylphenyl)-6-azabicyclo[3.1.1]heptane-6-carboxamide C(#N)C1C2N(C(CC1)C2)C(=O)NC2=CC(=C(C=C2)C)C=2C=NC=C(C2)F